N-(3-(3-chlorophenyl)pyridin-4-yl)pyrazolo[1,5-a]pyrimidine-3-carboxamide ClC=1C=C(C=CC1)C=1C=NC=CC1NC(=O)C=1C=NN2C1N=CC=C2